methylbicycloheptanedicarboxylic acid anhydride CC12C(CCCCC1)(C1CCCCCC1)C(=O)OC2=O